(4-methoxypyridin-4-yl)methanone COC1(CC=NC=C1)C=O